Boc-beta-cyclohexyl-L-alanine C(=O)(OC(C)(C)C)N[C@@H](CC1CCCCC1)C(=O)O